ethyl 2-[[2-(tert-butoxycarbonylamino)-1-(3-chlorophenyl)ethyl] amino]-6-chloro-pyridine-3-carboxylate C(C)(C)(C)OC(=O)NCC(C1=CC(=CC=C1)Cl)NC1=NC(=CC=C1C(=O)OCC)Cl